C(C)C1=NC2=CC=C(C(=C2NC1=O)F)CN1CCC(=CC1)C=1C(=NC(=CC1)C(=O)N)F 1'-((2-ethyl-5-fluoro-3-oxo-3,4-dihydroquinoxalin-6-yl)methyl)-2-fluoro-1',2',3',6'-tetrahydro-[3,4'-bipyridine]-6-carboxamide